1-(pyridin-3-ylmethyl)-3-(4-{[(1R,2R,3R,5S)-2,6,6-trimethylbicyclo[3.1.1]heptan-3-yl]sulfamoyl}phenyl)urea N1=CC(=CC=C1)CNC(=O)NC1=CC=C(C=C1)S(N[C@H]1[C@@H]([C@@H]2C([C@H](C1)C2)(C)C)C)(=O)=O